C(=O)O.ClC=1C=C(CN2CC3=C(CC2)N(N(C3=O)CC3=CC=C(C=C3)Cl)CCNC)C=C(C1)F 5-(3-chloro-5-fluorobenzyl)-2-(4-chlorobenzyl)-1-(2-(methylamino)ethyl)-1,2,4,5,6,7-hexahydro-3H-pyrazolo[4,3-c]pyridin-3-one formate